(E)-6-(4-hydroxy-3,5-dimethoxystyryl)-1,5-dimethyl-1,5-dihydro-4H-pyrazolo[3,4-d]pyrimidin-4-one OC1=C(C=C(/C=C/C=2N(C(C3=C(N2)N(N=C3)C)=O)C)C=C1OC)OC